NC=1N=NC(=CC1N1C[C@H](N(CC1)C(C(C)(C)O)=O)C)C1=C(C=CC=C1)O (R)-1-(4-(3-amino-6-(2-hydroxyphenyl)pyridazin-4-yl)-2-methylpiperazin-1-yl)-2-hydroxy-2-methylpropan-1-one